[2-(6-chloropyrimidin-4-oxy)phenyl]-3,3-dimethoxyacrylic acid methyl ester COC(C(=C(OC)OC)C1=C(C=CC=C1)OC1=NC=NC(=C1)Cl)=O